tert-butyl 6-(methyl((1r,3r)-3-((5-(5-methyl-5H-pyrido[4,3-b]indol-7-yl)pyridin-2-yl)oxy)cyclobutyl)amino)-2-azaspiro[3.3]heptane-2-carboxylate CN(C1CC2(CN(C2)C(=O)OC(C)(C)C)C1)C1CC(C1)OC1=NC=C(C=C1)C=1C=CC=2C3=C(N(C2C1)C)C=CN=C3